BrC1=CC(=C(C=C1)S(=O)(=O)NCCO)F 4-bromo-2-fluoro-N-(2-hydroxyethyl)benzenesulfonamide